isopropoxytetrahydro-2H-pyran C(C)(C)OC1OCCCC1